3-(5-fluoro-2-nitrophenoxy)-1-methyl-1H-pyrazole FC=1C=CC(=C(OC2=NN(C=C2)C)C1)[N+](=O)[O-]